tert-butyl (1-(5-amino-2-(hydroxymethyl)phenyl)-1-oxo-5,8,11,14-tetraoxa-2-azahexadecan-16-yl)carbamate NC=1C=CC(=C(C1)C(NCCOCCOCCOCCOCCNC(OC(C)(C)C)=O)=O)CO